[K].C(#N)C1=NC=CC(=C1)C=1C(=C2CCCC2=CC1)NC(=O)NS(=O)(=O)C1CCN(CC1)CC N-((5-(2-Cyanopyridin-4-yl)-2,3-dihydro-1H-inden-4-yl)carbamoyl)-1-ethylpiperidine-4-sulfonamide, Potassium Salt